N1(CCOCC1)C1=CC=C(C=C1)NC=1N=CC2=C(N1)C(=NC=C2)C=2C=C(C=CC2)NC(C(=C)C)=O N-(3-(2-((4-morpholinylphenyl)amino)pyrido[3,4-d]pyrimidin-8-yl)phenyl)methacrylamide